1H-pyrrole-3-carboxylic acid hydrochloride Cl.N1C=C(C=C1)C(=O)O